FC=1C=C(C=CC1)[Mg]Br (3-fluorophenyl)-magnesium bromide